3,4-epoxy-2-methyl-cyclohexylmethyl-3,4-epoxy-2-methyl-cyclohexanecarboxylate CC1C(CCC2C1O2)COC(=O)C2C(C1C(CC2)O1)C